C(C)C=1N=C2N(C(C1C1=C(C=CC=C1)NC(C=C)=O)=O)C1=C(N2CC(NC2=CC=C(C=C2)C(F)(F)F)=O)C=CC=C1 N-(2-(2-Ethyl-4-oxo-10-(2-oxo-2-((4-(trifluoromethyl)phenyl)amino)ethyl)-4,10-dihydrobenzo[4,5]imidazo[1,2-a]pyrimidin-3-yl)phenyl)acrylamide